NC1=NC(=C(C(=N1)C=1OC=CC1)C(=O)O)NCC1=CC(=CC=C1)C(F)(F)F 2-amino-4-(furan-2-yl)-6-((3-(trifluoromethyl)benzyl)amino)pyrimidine-5-carboxylic acid